CC1=CN=C(S1)C=1C=C(C(=O)N[C@H](C)C2=NC=C(N=C2)C(F)(F)F)C=C(C1)O[C@H]1COCC1 3-(5-methyl-1,3-thiazol-2-yl)-5-[(3R)-tetrahydrofuran-3-yloxy]-N-{(1R)-1-[5-(trifluoromethyl)pyrazin-2-yl]ethyl}benzamide